CN(CC(=O)N1CCC(CC1)C=1SC2=C(N1)C(=C(N2)C=2C=C(C=1N(C2)N=CN1)C)C(C)C)C 2-(dimethylamino)-1-(4-(6-isopropyl-5-(8-methyl-[1,2,4]triazolo[1,5-a]pyridin-6-yl)-4H-pyrrolo[3,2-d]thiazol-2-yl)piperidin-1-yl)ethan-1-one